(R)-2-((1-(3-cyano-2-(4-hydroxypiperidin-1-yl)-7-methyl-4-oxo-4H-pyrido[1,2-a]pyrimidin-9-yl)ethyl)amino)benzoic acid C(#N)C1=C(N=C2N(C1=O)C=C(C=C2[C@@H](C)NC2=C(C(=O)O)C=CC=C2)C)N2CCC(CC2)O